10H-phenothiazine-2,8-diamine C1=C(C=CC=2SC3=CC=C(C=C3NC12)N)N